methyl-N-(triethylammoniumsulfonyl)carbamic acid methyl ester COC(N(S(=O)(=O)[N+](CC)(CC)CC)C)=O